C(CCCCC)C(C(=O)OCCCCCCN1[C@H]2CN([C@@H](C1)C2)CCCCCCOCC(CCCCCCCC)CCCCCC)CCCCCCCC 6-[(1R,4R)-5-{6-[(2-hexyldecyl)oxy]hexyl}-2,5-diazabicyclo[2.2.1]heptane-2-yl]hexyl 2-hexyldecanoate